Cl.N1C[C@@H](CCC1)NC=1N=NC(=C2C1C=NC=C2)C2=C(C=C(C=C2)C(F)(F)F)O 2-[4-[[(3R)-3-piperidyl]amino]pyrido[3,4-d]pyridazin-1-yl]-5-(trifluoromethyl)phenol hydrochloride